2-(3-fluorophenyl)-4-[[phenylmethylsulfonyl]oxy]-5-amino-3(2H)-furanone FC=1C=C(C=CC1)C1OC(=C(C1=O)OS(=O)(=O)CC1=CC=CC=C1)N